(2-(3-amino-6-(2,5-dimethyl-1,2,3,4-tetrahydroisoquinolin-7-yl)pyrazin-2-yl)-2H-indazol-5-yl)methanol NC=1C(=NC(=CN1)C1=CC(=C2CCN(CC2=C1)C)C)N1N=C2C=CC(=CC2=C1)CO